4-(cyclohexylmethyl)-N-(4-hydroxy-3-(methylsulfonyl)phenyl)benzamide C1(CCCCC1)CC1=CC=C(C(=O)NC2=CC(=C(C=C2)O)S(=O)(=O)C)C=C1